propyl-bis(trimethylsiloxy)ethylsilane C(CC)[SiH2]CC(O[Si](C)(C)C)O[Si](C)(C)C